N-(1-((1S,2R,3R,4R,5S)-4-((3-chloro-1,2,4-thiadiazol-5-yl)amino)-2,3-dihydroxy-6,8-dioxabicyclo[3.2.1]octan-1-yl)-2,5,8,11-tetraoxatridecan-13-yl)propanamide ClC1=NSC(=N1)N[C@@H]1[C@H]([C@H]([C@@]2(CO[C@H]1O2)COCCOCCOCCOCCNC(CC)=O)O)O